ethyl 2-(1-(2-cyanophenyl)-1-(1-methyl-1H-pyrazol-4-yl) propan-2-yl)-1-ethyl-5-methoxy-6-oxo-1,6-dihydropyrimidine-4-carboxylate C(#N)C1=C(C=CC=C1)C(C(C)C=1N(C(C(=C(N1)C(=O)OCC)OC)=O)CC)C=1C=NN(C1)C